N-(5-((6-((R)-3-(2-chloro-3-fluorophenyl)isoxazolidine-2-yl)pyrimidine-4-yl)amino)-2-(4-(4-cyclobutylpiperazine-1-yl)piperidine-1-yl)-4-methoxyphenyl)acrylamide ClC1=C(C=CC=C1F)[C@@H]1N(OCC1)C1=CC(=NC=N1)NC=1C(=CC(=C(C1)NC(C=C)=O)N1CCC(CC1)N1CCN(CC1)C1CCC1)OC